Sulfane sulfur [S].S